(2R)-(+)-naringenin O1[C@H](CC(=O)C=2C(O)=CC(O)=CC12)C1=CC=C(O)C=C1